C(C)(C)(C)OC(=O)N[C@@H](C(=O)O)C1=C(C=CC(=C1)F)OC |r| (2RS)-2-((tert-butoxycarbonyl)amino)-2-(5-fluoro-2-methoxyphenyl)acetic acid